C(C1=CC=CC=C1)N1C(NC(=CC1=O)N[C@@H](C)C1=CC=CC=C1)=O (S)-3-benzyl-6-((1-phenylethyl)amino)pyrimidine-2,4(1H,3H)-dione